3-(2-Methoxy-4-(trifluoromethyl)phenyl)-4-methyl-6-((octahydroindolizin-8-yl)amino)-1,2,4-triazin-5(4H)-one COC1=C(C=CC(=C1)C(F)(F)F)C1=NN=C(C(N1C)=O)NC1CCCN2CCCC12